1-({[(1R)-1-(4-Acetyl-3,5-Diethoxyphenyl)Ethyl](4-Phenylbutyl)Carbamoyl}Amino)-3,3-Difluorocyclobutane-1-Carboxylic Acid C(C)(=O)C1=C(C=C(C=C1OCC)[C@@H](C)N(C(=O)NC1(CC(C1)(F)F)C(=O)O)CCCCC1=CC=CC=C1)OCC